O=C1NC(CCC1N1C(N(C2=C1C=CC(=C2)N2CCC(CC2)CN2CCC(CC2)CC2CCN(CC2)C(=O)OC(C)(C)C)C)=O)=O tert-butyl 4-[[1-[[1-[1-(2,6-dioxo-3-piperidyl)-3-methyl-2-oxo-benzimidazol-5-yl]-4-piperidyl]methyl]-4-piperidyl]methyl]piperidine-1-carboxylate